1-(1-(4-benzyl-3,4-dihydro-2H-benzo[b][1,4]thiazin-6-yl)-3-morpholino-3-oxopropyl)-3-(1H-indol-6-yl)urea C(C1=CC=CC=C1)N1C2=C(SCC1)C=CC(=C2)C(CC(=O)N2CCOCC2)NC(=O)NC2=CC=C1C=CNC1=C2